ClCC1(CC(=NO1)C1[C@H]2CN(C[C@@H]12)C(=O)OCC[Si](C)(C)C)C 2-(trimethylsilyl)ethyl (1R,5S,6r)-6-[5-(chloromethyl)-5-methyl-4,5-dihydro-1,2-oxazol-3-yl]-3-azabicyclo[3.1.0]hexane-3-carboxylate